8-methyl-4-(2-methylsulfinyl-7-oxo-8-tetrahydrofuran-3-yl-pyrido[2,3-d]pyrimidin-6-yl)-2,3-dihydroquinoxaline-1-carboxylic acid tert-butyl ester C(C)(C)(C)OC(=O)N1CCN(C2=CC=CC(=C12)C)C1=CC2=C(N=C(N=C2)S(=O)C)N(C1=O)C1COCC1